CN(C(OC1C(N(C2=C(C(=N1)C1=CC=CC=C1)C=C(C=C2)Cl)C)=O)=O)C (7-chloro-1,3-dihydro-1-methyl-2-oxo-5-phenyl-2H-1,4-benzodiazepin-3-yl) dimethylcarbamate